C(C)(C)(C)C1=CC=C(C=C1)C#CC(=O)C1=C(C=CC=C1)OC 3-(4-(tert-butyl)phenyl)-1-(2-methoxyphenyl)prop-2-yn-1-one